COC(=O)C1CCC(C1)F 4-fluorocyclopentane-1-carboxylic acid methyl ester